FC=1C=CC2=C(C(CS(N2)(=O)=O)=O)C1 6-fluoro-1H-2,1-benzothiazin-4(3H)-one 2,2-dioxide